6-Chloro-8-[3-(4,6-dimethoxy-pyrimidin-2-ylmethoxy)-phenyl]-1-methyl-9H-pyrido[3,4-b]indole ClC=1C=C2C3=C(NC2=C(C1)C1=CC(=CC=C1)OCC1=NC(=CC(=N1)OC)OC)C(=NC=C3)C